ethyl 2-(2-fluoro-3-nitrobenzyl)-3-oxobutyrate FC1=C(CC(C(=O)OCC)C(C)=O)C=CC=C1[N+](=O)[O-]